CN(C1=NC2=CC=C(C=C2C=C1)OC)C 2-(dimethylamino)-6-methoxyquinoline